(4-((4-([1,1'-biphenyl]-3-yl)-5-chloropyrimidin-2-yl)amino)piperidin-1-yl)(piperidin-4-yl)methanone C1(=CC(=CC=C1)C1=NC(=NC=C1Cl)NC1CCN(CC1)C(=O)C1CCNCC1)C1=CC=CC=C1